3,6-bis[(3,5-diphenyl)phenyl]-9-phenylcarbazole C1(=CC=CC=C1)C=1C=C(C=C(C1)C1=CC=CC=C1)C=1C=CC=2N(C3=CC=C(C=C3C2C1)C1=CC(=CC(=C1)C1=CC=CC=C1)C1=CC=CC=C1)C1=CC=CC=C1